C(CCCCCCCCCCCCCCCCCCCCCCCCCCCCCCC)(=O)OCCCCCCCC\C=C/CCCCCC palmitoleyl dotriacontanoate